(3aR,5s,6aS)-2-(tetrahydropyran-4-ylmethyl)-N-[6-[4-(trifluoromethoxy)phenyl]pyridazin-3-yl]-3,3a,4,5,6,6a-hexahydro-1H-cyclopenta[c]pyrrol-5-amine O1CCC(CC1)CN1C[C@@H]2[C@H](C1)CC(C2)NC=2N=NC(=CC2)C2=CC=C(C=C2)OC(F)(F)F